D-Glucosylsulfanilamide C1([C@H](O)[C@@H](O)[C@H](O)[C@H](O1)CO)C1=C(S(=O)(=O)N)C=CC(=C1)N